6-(2-chloro-6-fluorophenyl)-2-({4-[4-(dimethylamino)piperidin-1-yl]phenyl}amino)imidazo[1,2-a]pyrimido[5,4-e]pyrimidin-5(6H)-one ClC1=C(C(=CC=C1)F)N1C=2N(C3=C(C1=O)C=NC(=N3)NC3=CC=C(C=C3)N3CCC(CC3)N(C)C)C=CN2